C(C)(C)(C)C=1C=C2C=NN(C(C2=C(C1)F)=O)C1=NC=CC(=C1CO)C=1C=C(C(N(C1)C)=O)NC(=O)C1C[C@]12CN(CC2)C (1S,3R)-N-[5-[2-(6-tert-butyl-8-fluoro-1-oxo-phthalazin-2-yl)-3-(hydroxymethyl)-4-pyridinyl]-1-methyl-2-oxo-3-pyridinyl]-5-methyl-5-azaspiro[2.4]heptane-2-carboxamide